CN1N=NC(=C1C=1C=C2C(=NC1)C1=C(N2C(C2CCOCC2)C2=CC=CC=C2)C=C(O1)C(C)(C)O)C 2-(6-(1,4-dimethyl-1H-1,2,3-triazol-5-yl)-4-(phenyl-(tetrahydro-2H-pyran-4-yl)methyl)-4H-furo[2',3':4,5]pyrrolo[3,2-b]pyridin-2-yl)propan-2-ol